17α-hydroxy-21-propionyloxy-pregna-4-ene-3,20-dione O[C@]1(C(COC(CC)=O)=O)CC[C@H]2[C@@H]3CCC4=CC(CC[C@]4(C)[C@H]3CC[C@]12C)=O